COC1C=2C=C(C=NC2CCC1)N 5-methoxy-5,6,7,8-tetrahydroquinolin-3-amine